methyl 4-(methyl((2-oxo-4-(o-tolyl)-2H-chromen-7-yl)methyl)carbamoyl)cyclohexane-1-carboxylate CN(C(=O)C1CCC(CC1)C(=O)OC)CC1=CC=C2C(=CC(OC2=C1)=O)C1=C(C=CC=C1)C